methyl 3'-(methylsulfonyl)-[1,1'-biphenyl]-4-carboxylate CS(=O)(=O)C=1C=C(C=CC1)C1=CC=C(C=C1)C(=O)OC